FC1=C(C=CC=C1F)[C@@H]1N(CC2(CC2)C1)C=1C(=NC=CN1)C(=O)N[C@H](C)\C=C\S(=O)(=O)C ((R)-6-(2,3-Difluorophenyl)-5-azaspiro[2.4]heptan-5-yl)-N-((R,E)-4-(methylsulfonyl)but-3-en-2-yl)pyrazine-2-carboxamide